CN(N(C)C)C(=O)O[C@H]1C[C@H](CC1)C1=CC(=NN1)NC(COC1=C(C(=CC(=C1)OC)O)/C=N/C(C)C)=O (1R,3S)-3-(3-(2-(3-hydroxy-2-((E)-(isopropylimino)methyl)-5-methoxyphenoxy)acetamido)-1H-pyrazol-5-yl)cyclopentyl 1,2,2-trimethylhydrazine-1-carboxylate